C1(CC1)C(CC1=C(C(=NC(=N1)C(=O)N)OC)F)(CC1=CC=C(C=C1)F)C [2-cyclopropyl-3-(4-fluorophenyl)-2-methylpropyl]-5-fluoro-4-methoxypyrimidine-2-carboxamide